C(#N)CC1(CC1)CN1C(=NC2=C1C=CC(=C2)C(=O)OC)CN2CCC(CC2)C2=NC(=CC=C2)OCC2=C(C=C(C=C2)C(=O)C2CC2)F methyl 1-((1-(cyanomethyl)cyclopropyl)methyl)-2-((4-(6-((4-(cyclopropanecarbonyl)-2-fluorobenzyl)oxy)pyridin-2-yl)piperidin-1-yl)methyl)-1H-benzo[d]imidazole-5-carboxylate